CC1=CC=CC(=N1)C=1N=C2N(CCN2)C1C1=CC2=C(N=C(S2)N)C=C1 6-(6-(6-Methylpyridin-2-yl)-2,3-dihydro-1H-imidazo[1,2-a]imidazol-5-yl)benzo[d]thiazol-2-amine